CC1=C(C(=CC(=C1)C)C)N1CN(C=C1)C1=C(C=C(C=C1C)C)C 1,3-bis(2,4,6-trimethylphenyl)-1H-imidazole